(S)-N'-((1,2,3,5,6,7-hexahydrodicyclopenta[b,e]pyridin-8-yl)carbamoyl)-2-(2-hydroxypropan-2-yl)thiazole-4-sulfonimidamide C1CCC2=NC3=C(C(=C21)NC(=O)N=[S@@](=O)(N)C=2N=C(SC2)C(C)(C)O)CCC3